NC1=CC(=C(C=C1)C1=NN(C2=CC=C(C=C12)C(=O)N(C)C1=CC=C(C=C1)OC)C)C 3-(4-Amino-2-methylphenyl)-N-(4-methoxyphenyl)-N,1-dimethyl-1H-indazole-5-carboxamide